FC(C=1C=C(C(=CC1)C1=CC=CC=C1)N)(F)F 4-(trifluoromethyl)-[1,1'-biphenyl]-2-amine